(S)-2-amino-3-(1H-benzo[g]indol-3-yl)propanoic acid N[C@H](C(=O)O)CC1=CNC2=C3C(=CC=C12)C=CC=C3